tert-butyl (7R)-7-(hydroxymethyl)-1,4-dioxa-8-azaspiro[4.5]decane-8-carboxylate OC[C@H]1CC2(OCCO2)CCN1C(=O)OC(C)(C)C